CC=1C(=NC(N([C@H]2C[C@H](O)[C@@H](CO)O2)C1)=O)N 5-methyl-2'-deoxycytidine